silver 2-acetylisobutyryl acetate C(C)(=O)OC(C(C)(C)C(C)=O)=O.[Ag]